C1(CC1)S(=O)(=O)NC1=NC=CC(=N1)C(C(=O)NC1=NC=C(C=C1)C1=NC(=CN=C1)OC(C)C)(C)C 2-(2-(cyclopropanesulfonylamino)pyrimidin-4-yl)-N-(5-(6-isopropoxypyrazin-2-yl)pyridin-2-yl)-2-methylpropanamide